O1CCCC(=C1)C=1C=CC(=NC1C)/C(=N/O)/N (Z)-5-(3,4-dihydro-2H-pyran-5-yl)-N'-hydroxy-6-methylpyridineformamidine